C1(CCCCC1)C1=C(C=C(C=C1OC)\C=C\C1=C(C(=C(C=C1)F)F)F)OC (E)-2-cyclohexyl-5-(2,3,4-trifluorostyryl)-1,3-dimethoxybenzene